[Pt].[Pd].[Au] Gold-palladium-platinum